C(C=C)OC1=CC=C(C=C1)NC=1C=NC(=NC1)OCCOCCOCC1CCN(CC1)C(=O)OC(C)(C)C tert-Butyl 4-[(2-{2-[(5-{[4-(prop-2-en-1-yloxy)phenyl]amino}-pyrimidin-2-yl)oxy]ethoxy}ethoxy)methyl]piperidine-1-carboxylate